FC=1C=C(C=CC1)S(=O)(=O)C12C=3C=CC(=NC3CCC1N(CC2)C(=O)[C@H]2[C@H](C[C@@H](CC2)C(=O)O)C)C(C(F)(F)F)(C(F)(F)F)F (1R,3S,4R)-4-(9b-((3-fluorophenyl)sulfonyl)-7-(perfluoropropan-2-yl)-2,3,3a,4,5,9b-hexahydro-1H-pyrrolo[3,2-f]quinoline-3-carbonyl)-3-methylcyclohexane-1-carboxylic acid